propan-1-one TFA salt OC(=O)C(F)(F)F.C(CC)=O